BrC=1C=C2N(N=CC(=C2NC2CCN(CC2)C)C(=NC2=C(C=CC(=C2)F)Cl)N)C1 6-bromo-N'-(2-chloro-5-fluoro-phenyl)-4-[(1-methyl-4-piperidyl)amino]pyrrolo[1,2-b]pyridazine-3-carboxamidine